FC=1C=C(C=C(C1)F)NC(=O)C1=NC(=NC=C1)N1C=NC=C1 N-(3,5-difluorophenyl)-2-(1H-imidazol-1-yl)pyrimidine-4-carboxamide